7-[5-(4-fluorophenyl)-2-(1-methylisoquinolin-6-yl)-1,3-oxazol-4-yl]-7,8-dihydro-6H-spiro[1,7-naphthyridine-5,1'-cyclopropan]-8-one FC1=CC=C(C=C1)C1=C(N=C(O1)C=1C=C2C=CN=C(C2=CC1)C)N1CC2(CC2)C=2C=CC=NC2C1=O